C(C)(C)(C)OC(N(CC=1C=NC(=CC1)C=1C=CC2=C(N(C(O2)=O)C)C1)C)=O methyl-((6-(3-methyl-2-oxo-2,3-dihydrobenzo[d]oxazol-5-yl)pyridin-3-yl)methyl)carbamic acid tert-butyl ester